(4-cyanophenyl)-D-alaninamide hydrochloride Cl.C(#N)C1=CC=C(C=C1)N[C@H](C)C(=O)N